FC1=CC(=CC2=CN(N=C12)C1CCN(CC1)C(=O)OC(C)(C)C)C1=CC2=C(N=C(O2)C)C(=C1)F tert-butyl 4-[7-fluoro-5-(4-fluoro-2-methyl-1,3-benzoxazol-6-yl)indazol-2-yl]piperidine-1-carboxylate